OC1CN(CC1)CCCOC=1C(=C(C=CC1)C1=C2CCN(C2=CC=C1)C(=O)C=1N(C2=C(CNCC2)N1)C)C (4-(3-(3-(3-hydroxypyrrolidin-1-yl)propoxy)-2-methylphenyl)indoline-1-yl)(1-methyl-4,5,6,7-tetrahydro-1H-imidazo[4,5-c]pyridin-2-yl)methanone